C(=O)O.C(=O)O.ClC1=C(C#N)C(=CC=N1)C1=CC2=C(O[C@@H](CN2)[C@@H](C2=CC=CC=C2)NCCC2=CC=C(C=C2)C#N)N=C1 2-chloro-4-((S)-3-((R)-((4-cyanophenethyl)amino)(phenyl)methyl)-2,3-dihydro-1H-pyrido[2,3-b][1,4]oxazin-7-yl)nicotinonitrile diformate